tributyl-[2-(difluoromethyl)thiazol-4-yl]stannane C(CCC)[Sn](C=1N=C(SC1)C(F)F)(CCCC)CCCC